CC1(NC(=NC(=C1)C)NC1=CC2=C(OCO2)C(=C1)C=1CCCNCC1)N 4,6-dimethyl-N2-[7-(2,3,4,7-tetrahydro-1H-azepin-5-yl)-1,3-benzodioxol-5-yl]pyrimidine-2,4-diamine